(S)-N-(2-chloro-3-(3'-chloro-6-methoxy-5-((((5-oxopyrrolidin-2-yl)methyl)amino)methyl)-[2,4'-bipyridin]-2'-yl)phenyl)-4-(((2-hydroxyethyl)amino)methyl)-5-methoxypicolinamide ClC1=C(C=CC=C1C1=NC=CC(=C1Cl)C1=NC(=C(C=C1)CNC[C@H]1NC(CC1)=O)OC)NC(C1=NC=C(C(=C1)CNCCO)OC)=O